C1(=CC=CC=C1)C1=C(O)C=C(C(=C1)O)C1=CC=CC=C1 2,5-diphenylhydroquinone